3-(3-(m-methylphenyl)acryloyl)oxazolidin-2-one CC=1C=C(C=CC1)C=CC(=O)N1C(OCC1)=O